3-(2,3-dihydro-1H-inden-2-yl)-3H,4H,6H,7H-pyrano[3,4-d]imidazol-4-one C1C(CC2=CC=CC=C12)N1C=NC2=C1C(OCC2)=O